FC=1N=C(SC1CN1[C@H](C[C@H](C1)OC1=NC=NC2=CC=CC(=C12)F)C)NC(C)=O N-(4-fluoro-5-(((2S,4R)-4-((5-fluoroquinazolin-4-yl)oxy)-2-methylpyrrolidin-1-yl)methyl)thiazol-2-yl)acetamide